ClC=1C=C(C(=NC1)OC1=CC(=C(C=C1)F)C)C(=O)N[C@@H](C)C1=CC=C(C(=O)O)C=C1 4-[(1S)-1-({[5-chloro-2-(4-fluoro-3-methylphenoxy)pyridin-3-yl]carbonyl}amino)ethyl]benzoic acid